C(C1=CC=CC=C1)N(C(=O)C12CC(C1)(C2)C(=O)OC)CC2=CC=CC=C2 methyl 3-(dibenzylcarbamoyl)bicyclo[1.1.1]pentane-1-carboxylate